1,2-O-isopropylidene-alpha-D-glucofuranose CC1(O[C@@H]2[C@H]([C@H](O[C@@H]2O1)[C@@H](CO)O)O)C